(2R,6R)-4-(7-Cyanopyrazolo[1,5-a]pyridin-4-yl)-6-methyl-N-(pyrrolidin-3-ylmethyl)morpholine-2-carboxamide C(#N)C1=CC=C(C=2N1N=CC2)N2C[C@@H](O[C@@H](C2)C)C(=O)NCC2CNCC2